methyl 5-(methylamino)-6-(3-methylimidazo[4,5-c]pyridin-7-yl)-3-(3-piperazin-1-ylanilino)pyrazine-2-carboxylate CNC=1N=C(C(=NC1C=1C2=C(C=NC1)N(C=N2)C)C(=O)OC)NC2=CC(=CC=C2)N2CCNCC2